C(CCC)S(=O)(=O)C Butylmethyl sulfone